BrC1=C(C=C(C=C1)NC(=O)N1C[C@@H](CC1)O)F (R)-N-(4-bromo-3-fluorophenyl)-3-hydroxypyrrolidine-1-carboxamide